BrC1=C(C(=CC(=C1)C(C(F)(F)F)(C(F)(F)F)F)C(F)(F)F)N(C=1C=CC=CC1F)CC1CC1 N-[2-Bromo-4-(heptafluoropropan-2-yl)-6-(trifluoromethyl)phenyl]-3-[(cyclopropylmethyl)amino]-4-fluorobenzene